O[C@@H](C(=O)N(C)C1CCC(CC1)N1N=C2C=C(C(=CC2=C1)C(=O)NC=1C(N(C=CC1)C=1N=NN(C1)C)=O)OC)C 2-((1R,4r)-4-((R)-2-hydroxy-N-methylpropanamido)cyclohexyl)-6-methoxy-N-(1-(1-methyl-1H-1,2,3-triazol-4-yl)-2-oxo-1,2-dihydropyridin-3-yl)-2H-indazole-5-carboxamide